1-iodo-2-methoxy-4-methyl-5-nitrobenzene IC1=C(C=C(C(=C1)[N+](=O)[O-])C)OC